methyl (S)-3-(1-(tert-butoxycarbonyl)pyrrolidine-3-carboxamido)isoquinoline-6-carboxylate C(C)(C)(C)OC(=O)N1C[C@H](CC1)C(=O)NC=1N=CC2=CC=C(C=C2C1)C(=O)OC